1-((trans)-4-(3-chloro-5-fluorophenyl)-1-(2-methoxyethyl)pyrrolidin-3-yl)-3-(4-methyl-5-oxo-2-phenyl-2,5-dihydro-1H-pyrazol-3-yl)urea ClC=1C=C(C=C(C1)F)[C@H]1[C@@H](CN(C1)CCOC)NC(=O)NC=1N(NC(C1C)=O)C1=CC=CC=C1